2-[4-(2-Morpholin-4-yl-1,3-benzoxazole-6-carbonyl)piperazin-1-yl]-3H-quinazolin-4-one N1(CCOCC1)C=1OC2=C(N1)C=CC(=C2)C(=O)N2CCN(CC2)C2=NC1=CC=CC=C1C(N2)=O